4-Bromo-3-dimethoxymethyl-phenol BrC1=C(C=C(C=C1)O)C(OC)OC